Sodium N-(5-ethyl-4-methyl-1,3-thiazol-2-yl)sulfamate C(C)C1=C(N=C(S1)NS([O-])(=O)=O)C.[Na+]